FC1=C(C(=CC(=C1)OC)F)C1C(C(NC1)=O)NC=1SC(=NN1)C1=CC=C(C=C1)F 4-(2,6-difluoro-4-methoxyphenyl)-3-{[5-(4-fluorophenyl)-1,3,4-thiadiazol-2-yl]amino}pyrrolidin-2-one